C(#N)CN(CC(=O)O)CC 2-[(CYANOMETHYL)(ETHYL)AMINO]ACETIC ACID